CN(CCCN(CC(C)O)CC(C)O)C 1,1'-((3-(dimethylamino)propyl)azanediyl)bis(propan-2-ol)